2-Bromo-N-(2-bromophenyl)acrylamide BrC(C(=O)NC1=C(C=CC=C1)Br)=C